OC1=C(C2=CC=CC=C2C=C1)CC=1C(=CC=C2C=CN=CC12)O 8-((2-hydroxynaphthalen-1-yl)methyl)isoquinolin-7-ol